[(1R)-3-methyl-1-[[(2S)-3-phenyl-2-(pyrazine-2-carbonylamino)propanoyl]amino]butyl]-boronic acid CC(C[C@H](NC([C@H](CC1=CC=CC=C1)NC(=O)C1=NC=CN=C1)=O)B(O)O)C